COC=1C=C(CN(C=2C3=C(N=C(N2)N(CCOC)CCOC)C(=NC(=N3)N(CCOC)CCOC)N3CCC(CC3)OC)C)C=CC1OC N4-(3,4-dimethoxybenzyl)-N2,N2,N6,N6-tetrakis(2-methoxyethyl)-8-(4-methoxypiperidin-1-yl)-N4-methylpyrimido[5,4-d]pyrimidine-2,4,6-triamine